COC(C1=CC(=C(C(=C1)F)OC(F)F)/C(=C/Br)/F)=O 3-[(Z)-2-bromo-1-fluorovinyl]-4-(difluoromethoxy)-5-fluorobenzoic acid methyl ester